BrC=1C=C(C=2N(C1)N=CC2C#N)OC(C)C=2C=NC=C(C2)C(F)(F)F 6-Bromo-4-[1-[5-(trifluoromethyl)-3-pyridinyl]ethoxy]pyrazolo[1,5-a]pyridine-3-carbonitrile